FC1=C(C=CC(=C1)F)NC=1SC2=C(N1)CC[C@@]1([C@H]3CC[C@]4([C@H]([C@@H]3CC=C12)CC[C@@H]4O)C)C (5aR,5bS,7aS,8S,10aS,10bR)-2-((2,4-difluorophenyl)amino)-5a,7a-dimethyl-5,5a,5b,6,7,7a,8,9,10,10a,10b,11-dodecahydro-4H-cyclopenta[7,8]phenanthro[2,1-d]thiazol-8-ol